1-(4-(2-((2R,5S)-2,5-dimethylpyrrolidin-1-yl)-4-(trifluoromethyl)benzyl)piperazine-1-carbonyl)-1H-pyrazole-3-carboxylic acid C[C@H]1N([C@H](CC1)C)C1=C(CN2CCN(CC2)C(=O)N2N=C(C=C2)C(=O)O)C=CC(=C1)C(F)(F)F